N-(N-((2R,3R)-3-(((Z)-N2-(((9H-fluoren-9-yl)methoxy)carbonyl)-Nω,Nω'-bis((benzyloxy)carbonyl)-D-arginylglycyl)oxy)-2-methyltridecanoyl)-N-methyl-L-leucyl-L-isoleucyl)-O-benzyl-L-serine C1=CC=CC=2C3=CC=CC=C3C(C12)COC(=O)N[C@H](CCCN/C(/NC(=O)OCC1=CC=CC=C1)=N/C(=O)OCC1=CC=CC=C1)C(=O)NCC(=O)O[C@@H]([C@H](C(=O)N([C@@H](CC(C)C)C(=O)N[C@@H]([C@@H](C)CC)C(=O)N[C@@H](COCC1=CC=CC=C1)C(=O)O)C)C)CCCCCCCCCC